1-(6-(1H-Indol-5-yl)chinolin-2-yl)piperidin N1C=CC2=CC(=CC=C12)C=1C=C2C=CC(=NC2=CC1)N1CCCCC1